ClC1=CC=C(C=C1)[C@@H](CCNC(OC(C)(C)C)=O)OC (R)-tert-butyl (3-(4-chlorophenyl)-3-methoxypropyl)carbamate